CC(COC1=CC=C(C=C1)CN1CC2=C(CNC1=O)C=CC=C2)C 4-[[4-(2-methylpropoxy)phenyl]methyl]-1,5-dihydro-2,4-benzodiazepine-3-one